methyl-N-(4-((4-oxo-3,4-dihydro-phthalazin-1-yl)methyl)phenyl)sulfamoyl-carbamic acid tert-butyl ester C(C)(C)(C)OC(N(S(NC1=CC=C(C=C1)CC1=NNC(C2=CC=CC=C12)=O)(=O)=O)C)=O